[N+](=O)([O-])C1=CC=C(C=C1)N1CCNC2(CC2)C1 7-(4-nitrophenyl)-4,7-diazaspiro[2.5]octane